C1(CC1)C1=CC(=NN1)C1(NC(=NC=C1)NCCCN(C)C)N 4-(5-cyclopropyl-1H-pyrazol-3-yl)-N2-[3-(dimethylamino)propyl]pyrimidine-2,4-diamine